(E)-2-hydroxy-4-methoxy-6-[4-(tert-butyldimethylsilyloxy)styryl]benzoic acid methyl ester COC(C1=C(C=C(C=C1\C=C\C1=CC=C(C=C1)O[Si](C)(C)C(C)(C)C)OC)O)=O